NC=1C(=C(CNC(=O)N2CCC3(N(C4=CC=C(C=C4C(C3)=O)F)CC)CC2)C=CC1F)F N-(3-amino-2,4-difluorobenzyl)-1'-ethyl-6'-fluoro-4'-oxo-3',4'-dihydro-1'H-spiro[piperidine-4,2'-quinoline]-1-carboxamide